(S)-6-isobutyl-2-methyl-N-(1-(5-(2-methylquinolin-6-yl)-1H-imidazol-2-yl)-7-oxononyl)-2-azaspiro[3.3]heptane-6-carboxamide C(C(C)C)C1(CC2(CN(C2)C)C1)C(=O)N[C@@H](CCCCCC(CC)=O)C=1NC(=CN1)C=1C=C2C=CC(=NC2=CC1)C